6-(4-(1-((2-(2,6-dioxopiperidin-3-yl)-1-oxoisoindolin-5-yl)methyl)piperidin-4-yl)piperazin-1-yl)-2-(4-phenoxyphenyl)nicotinamide O=C1NC(CCC1N1C(C2=CC=C(C=C2C1)CN1CCC(CC1)N1CCN(CC1)C1=NC(=C(C(=O)N)C=C1)C1=CC=C(C=C1)OC1=CC=CC=C1)=O)=O